C1(=CC=CC2=CC=CC=C12)N(C1=CC=C(C=C1)C1=CC=C(N(C2=CC=CC=C2)C2=CC=CC3=CC=CC=C23)C=C1)C1=CC=CC=C1 N,N'-bis(1-naphthyl)-N,N'-diphenylbenzidine